tert-butyl ((5-((2-ethylphenyl)thio)thiazol-2-yl)methyl)carbamate C(C)C1=C(C=CC=C1)SC1=CN=C(S1)CNC(OC(C)(C)C)=O